tert-butyl 4-bromo-3,6-dihydro-2H-pyridine-1-carboxylate BrC=1CCN(CC1)C(=O)OC(C)(C)C